(E)-3-(1,3-benzodioxol-5-yl)-N-(2-methylsulfanyl-ethyl)-N-phenylprop-2-enamide O1COC2=C1C=CC(=C2)/C=C/C(=O)N(C2=CC=CC=C2)CCSC